trimethyl-[3-[4-[3-(3-methyl-1,3-benzothiazol-3-ium-2-yl)prop-1-enylidene]pyridin-1-yl]propyl]azanium C[N+](CCCN1C=CC(C=C1)=C=CCC=1SC2=C([N+]1C)C=CC=C2)(C)C